BrC1=NC(=CC2=C1N=C(N(C2=O)C2CC2)C)Cl 8-bromo-6-chloro-3-cyclopropyl-2-methyl-pyrido[3,4-d]pyrimidin-4-one